C(C)(C)(C)OC(N(CC1=CC=NC=C1)C=1C2=C(N=NC1)C(=CS2)C)=O.COC2=C(C=CC=C2)OCCNC2=NNC(C=C2)=O 3-(2-o-methoxyphenyloxyethyl)aminopyridazin-6-one tert-butyl-N-{7-methylthieno[3,2-c]pyridazin-4-yl}-N-(pyridin-4-ylmethyl)carbamate